carbonylbifluorene C(=O)=C1C(C=2CC3=CC=CC=C3C2C=C1)=C1C=CC=C2C3=CC=CC=C3C=C12